2,2-dimethyl-5-[[(2S)-piperidin-2-yl]methoxy]-2,4-dihydro-1,3-benzodioxin-4-one CC1(OC(C2=C(O1)C=CC=C2OC[C@H]2NCCCC2)=O)C